2,2-dimethyl-tetrahydro-2H-pyran-4-yl-zinc iodide [I-].CC1(OCCC(C1)[Zn+])C